1-methyl-3-butylimidazole tryptophan salt N[C@@H](CC1=CNC2=CC=CC=C12)C(=O)O.CN1CN(C=C1)CCCC